N[C@H]1[C@H](CC[C@@H](C1)C(=O)N(C)C)NC(C(=O)NC1=NC=C(C=C1)Cl)=O N1-{(1S,2R,4S)-2-amino-4-[(dimethylamino)carbonyl]cyclohexyl}-N2-(5-chloropyridin-2-yl)ethanediamide